(1R,3R)-5-(2-((1R,3aS,7aR,E)-1-((S)-1-((R)-3-(difluoromethyl)pyrrolidin-1-yl)propan-2-yl)-7a-methyloctahydro-4H-inden-ylidene)ethylidene)cyclohexane-1,3-diol FC([C@H]1CN(CC1)C[C@@H](C)[C@H]1CC[C@H]2\C(\CCC[C@]12C)=C\C=C1C[C@H](C[C@@H](C1)O)O)F